N-(4,4-Dimethyl-pentyl)-2-methoxy-4-methyl-6-morpholin-4-yl-pyridine-3-carboxylic acid amide CC(CCCNC(=O)C=1C(=NC(=CC1C)N1CCOCC1)OC)(C)C